The molecule is an acyl-CoA that results from the formal condensation of the thiol group of coenzyme A with the carboxy group of oscr#25. It derives from an oscr#25. It is a conjugate acid of an oscr#25-CoA(4-). C[C@H]1[C@@H](C[C@H]([C@@H](O1)OCCCCCCCCCCCC/C=C/C(=O)SCCNC(=O)CCNC(=O)[C@@H](C(C)(C)COP(=O)(O)OP(=O)(O)OC[C@@H]2[C@H]([C@H]([C@@H](O2)N3C=NC4=C(N=CN=C43)N)O)OP(=O)(O)O)O)O)O